N,N-dimethyl-o-phenylenediamine hydrochloride Cl.CN(C1=C(C=CC=C1)N)C